tert-butyl ((5-phenoxy-1-(4-(trifluoromethyl)phenyl)-1H-indazol-3-yl)methyl)carbamate O(C1=CC=CC=C1)C=1C=C2C(=NN(C2=CC1)C1=CC=C(C=C1)C(F)(F)F)CNC(OC(C)(C)C)=O